ethylene-bis(oxyethylenenitrilo)tetraacetic acid C(COCCN(CC(=O)O)CC(=O)O)OCCN(CC(=O)O)CC(=O)O